N[C@@H]1CN(CC1)C(=O)C=1SC(=CC1C)C1=CC=C(C=C1)N1CCN(CC1)C1CCCCC1 (S)-(3-aminopyrrolidin-1-yl)(5-(4-(4-cyclohexylpiperazin-1-yl)phenyl)-3-methylthiophen-2-yl)methanone